CC(C)(CCC(C)(C)OOC(C)(C)C)OOC(C)(C)C 2,5-dimethyl-bis(tert-butyl-peroxy)hexane